C(C1=CC=CC=C1)N1C(C=2C=C(C(=NC2C=C1)C)C(=O)NCC1=CC=C(C=C1)C(F)(F)F)=O 6-benzyl-2-methyl-5-oxo-N-(4-(trifluoromethyl)benzyl)-5,6-dihydro-1,6-naphthyridine-3-carboxamide